methyl 6-(4-fluorophenyl)-5-hydroxypyrimidinecarboxylate FC1=CC=C(C=C1)C1=C(C=NC(=N1)C(=O)OC)O